C(C1=CC=CC=C1)OCC(CCO[Si](C1=CC=CC=C1)(C1=CC=CC=C1)C(C)(C)C)OCC(F)(F)F (4-(benzyloxy)-3-(2,2,2-trifluoroethoxy)butoxy)(tert-butyl)diphenylsilane